CC(C(=O)O)(C)C1C=2C=CC=3CCN(C(C4=CC=C(COCCCN5N=NC6=C5C=CC1=C6C)C=C4)=O)CC3C2 2-methyl-2-[32-methyl-20-oxo-14-oxa-8,9,10,21-tetraazahexacyclo[19.5.3.216,19.13,7.06,10.024,28]dotriaconta-1(27),3(32),4,6,8,16,18,24(28),25,30-decaen-2-yl]propionic acid